C(C)(C)(C)OC(=O)N1CCC2(CC1)CC=C(CC2)C2=C(C1=C(N=CN=C1N)N2C)C(C)C 9-(4-amino-5-isopropyl-7-methyl-7H-pyrrolo[2,3-d]pyrimidin-6-yl)-3-azaspiro[5.5]undec-8-ene-3-carboxylic acid tert-butyl ester